4-[[6-(2-oxooxazolidin-3-yl)-2-pyridyl]amino]-2-[4-[rac-(2R)-2,4-dimethylpiperazin-1-yl]anilino]pyrimidine-5-carbonitrile O=C1OCCN1C1=CC=CC(=N1)NC1=NC(=NC=C1C#N)NC1=CC=C(C=C1)N1[C@@H](CN(CC1)C)C |r|